(1S,5S)-2,6,6-trimethylbicyclo[3.1.1]hept-2-ene CC=1[C@H]2C([C@@H](CC1)C2)(C)C